C1(CC1)C1=CC=C(C=C1)C12CCC(CC1)(CC2)CO (4-(4-cyclopropylphenyl)bicyclo[2.2.2]oct-1-yl)methanol